tert-Butyl 4-[5-(Methoxycarbonyl)-1-{[2-(trimethylsilyl)ethoxy]methyl}pyrazolo[3,4-b]pyridin-3-yl]piperidine-1-carboxylate COC(=O)C=1C=C2C(=NC1)N(N=C2C2CCN(CC2)C(=O)OC(C)(C)C)COCC[Si](C)(C)C